tert-butyl 4,4-difluoro-2-(4-(pentafluoro-λ6-sulfaneyl)phenyl)piperidine-1-carboxylate FC1(CC(N(CC1)C(=O)OC(C)(C)C)C1=CC=C(C=C1)S(F)(F)(F)(F)F)F